(2S)-2-amino-4-[5-(trifluoro-methyl)-2-pyridyl]butanoic acid N[C@H](C(=O)O)CCC1=NC=C(C=C1)C(F)(F)F